5-(3-hydroxypropoxy)benzamide OCCCOC=1C=CC=C(C(=O)N)C1